3,5-dichloro-N-(4-(N-(3-chloro-5-bromophenyl)sulfamoyl)phenyl)benzenesulfonamide ClC=1C=C(C=C(C1)Cl)S(=O)(=O)NC1=CC=C(C=C1)S(NC1=CC(=CC(=C1)Br)Cl)(=O)=O